C(C)C(COC(C1=CC=C(C=C1)N(C1CC(CCC1C(C)C)C)C1CC(CCC1C(C)C)C)=O)CCCC 2-ethylhexyl-4-(dimenthylamino)benzoate